cobalt magnesium aluminum oxide [O-2].[Al+3].[Mg+2].[Co+2]